COC(=O)C1(CC(C1)NC(NC=1SC=C(C1C(=O)OCC)C)=O)C Ethyl 2-(3-(3-(methoxycarbonyl)-3-methylcyclobutyl) ureido)-4-methylthiophene-3-carboxylate